C(N)(OC(C)(C)C)=O.C(N)(OC(C)(C)C)=O (S)-di-tert-butyl dicarbamate